tert-butyl (3S,4S)-4-((tert-butyldimethylsilyl)oxy)-3-((3,5-dichlorophenyl)amino)piperidine-1-carboxylate [Si](C)(C)(C(C)(C)C)O[C@@H]1[C@H](CN(CC1)C(=O)OC(C)(C)C)NC1=CC(=CC(=C1)Cl)Cl